C1(C=CC(N1[SiH2]O[SiH3])=O)=O maleimidodisiloxane